isochroman-1-carboxylic acid ethyl ester C(C)OC(=O)C1OCCC2=CC=CC=C12